6-Chloro-2-(2-hydroxyethyl)-3-(phenylamino)-3-(trifluoromethyl)-3,4-dihydroisoquinolin-1(2H)-one ClC=1C=C2CC(N(C(C2=CC1)=O)CCO)(C(F)(F)F)NC1=CC=CC=C1